3-methylcyclobutanol CC1CC(C1)O